3,3',4,4'-tetra(tert-amylperoxycarbonyl)benzophenone C(C)(C)(CC)OOC(=O)C=1C=C(C(=O)C2=CC(=C(C=C2)C(=O)OOC(C)(C)CC)C(=O)OOC(C)(C)CC)C=CC1C(=O)OOC(C)(C)CC